CCC(=O)OCC=C.CCC(=O)OC(C)C allyl isopropyl di(methyl acetate)